NCCCC(=O)O 4-Amino-butyric acid